7-chloro-3-(trifluoromethyl)imidazo[1,2-a]pyrimidine ClC1=NC=2N(C=C1)C(=CN2)C(F)(F)F